N,N-dimethyl-4-aminobutyltriethoxysilane CN(CCCC[Si](OCC)(OCC)OCC)C